1-Phenyl-2,3,4,9-tetrahydro-1H-β-carboline C1(=CC=CC=C1)C1NCCC=2C3=CC=CC=C3NC12